ClC1=C(C=C(C=2C3=C(NC12)CCNC([C@@H]3C)=O)NC([C@H](C)O)=O)Cl (S)-N-((R)-7,8-Dichloro-1-methyl-2-oxo-1,2,3,4,5,6-hexahydroazepino[4,5-b]indol-10-yl)-2-hydroxypropanamide